(5'S,7a'R)-1-(4-fluoro-5-hydroxypyridin-2-yl)-5'-phenyltetrahydro-3'H-spiro[piperidine-4,2'-pyrrolo[2,1-b][1,3]oxazol]-3'-one FC1=CC(=NC=C1O)N1CCC2(C(N3[C@H](O2)CC[C@H]3C3=CC=CC=C3)=O)CC1